4-[(2R)-3-(3,4-dihydro-1H-isoquinolin-2-yl)-2-hydroxy-propyl]-8-(4-pyridinyl)-2,3-dihydro-1,4-benzoxazepin-5-one C1N(CCC2=CC=CC=C12)C[C@H](CN1CCOC2=C(C1=O)C=CC(=C2)C2=CC=NC=C2)O